C1(CC1)NC(C1=CC=C(C=C1)C=1N=NC(=CC1)NC1C[C@@H]2[C@@H](CN(C2)CC2CCOCC2)C1)=O N-cyclopropyl-4-(6-(((3aR,5s,6aS)-2-((tetrahydro-2H-pyran-4-yl)methyl)octahydrocyclopenta[c]pyrrol-5-yl)amino)pyridazin-3-yl)benzamide